C1(CC1)C=1C=C(C=CC1)C1CN(CCN1C(CNC(\C=C\C1=C(C=C(C=C1)C(F)(F)F)F)=O)=O)CCCC(=O)OC methyl 4-[3-(3-cyclopropylphenyl)-4-[2-[[(E)-3-[2-fluoro-4-(trifluoromethyl)phenyl]prop-2-enoyl]amino]acetyl]piperazin-1-yl]butanoate